Cl.N[C@H]1CN(CCC1)C(=O)C1=CC2=C(N(C(=N2)C=2N(C3=CC=CC=C3C2)CCCOC)C)C(=C1)OC (R)-(3-aminopiperidin-1-yl)(7-methoxy-2-(1-(3-methoxypropyl)-1H-indol-2-yl)-1-methyl-1H-benzo[d]imidazol-5-yl)methanone, hydrochloride salt